COC1=C(C=C(C=C1)C1(CC1)OC)S(=O)(=O)NC(=O)C1=NC2=C(C=CC(=C2C=C1)C1=NC=CC=C1)C N-((2-methoxy-5-(1-methoxycyclopropyl)phenyl)sulfonyl)-8-methyl-5-(pyridin-2-yl)quinoline-2-carboxamide